OB1OC2=C(C[C@@H]1NC([C@@H](C1=CC=C(C=C1)P(=O)(O)O)NC(=O)C1=CN=C3N(C1=O)C=CS3)=O)C=CC=C2C(=O)O (R)-2-hydroxy-3-((R)-2-(5-oxo-5H-thiazolo[3,2-a]pyrimidine-6-carboxamido)-2-(4-phosphonophenyl)acetamido)-3,4-dihydro-2H-benzo[e][1,2]oxaborinine-8-carboxylic acid